3-(4-(((5-phenyl-1,3,4-thiadiazol-2-yl)thio)methyl)phenyl)-5-chlorobenzo[4,5]Thiazole C1(=CC=CC=C1)C1=NN=C(S1)SCC1=CC=C(C=C1)C=1C2=C(SN1)C=CC(=C2)Cl